3,5-Difluoro-4-(2-isothiocyanatoethynyl)-4'-(4-pentylcyclohexyl)1,1'-biphenyl FC=1C=C(C=C(C1C#CN=C=S)F)C1=CC=C(C=C1)C1CCC(CC1)CCCCC